FC1=C(C(=C(C(=C1F)S)F)F)C(C)=O 1-(2,3,5,6-Tetrafluoro-4-mercaptophenyl)ethan-1-one